F.OCCCC=1NC2=C(N1)C=CC=C2 2-(3-hydroxypropyl)benzimidazole hydrofluoric acid salt